OC=1C=C(C(=O)O[C@H]2[C@H](OC3=CC(=CC(=C3C2)O)O)C2=CC(=C(C(=C2)O)OC(CC)=O)O)C=C(C1O)O (2R,3R)-2-(3,5-dihydroxy-4-(propionyloxy) phenyl)-5,7-dihydroxychroman-3-yl 3,4,5-trihydroxybenzoate